FC1=CC2=C(C(=NO2)C2CCN(CC2)CCN2C(C=3N(CC2)C=C(N3)C)=O)C=C1 7-{2-[4-(6-fluoro-benzo[d]isoxazol-3-yl)-piperidin-1-yl]-ethyl}-2-methyl-6,7-dihydro-5H-imidazo[1,2-a]pyrazin-8-one